CN1CCN(CC1)C1CCN(CC1)C1=C(OCCCO)C=C(C=C1)[N+](=O)[O-] 3-(2-(4-(4-methylpiperazin-1-yl)piperidin-1-yl)-5-nitrophenoxy)propan-1-ol